O[C@H]1C=2C=CC(=CC2CC[C@H]1[C@@H]1N2C(C3=CC=CC=C13)=CN=C2)C(=O)N(C)C (5R,6s)-5-hydroxy-6-((s)-5H-imidazo[5,1-a]isoindol-5-yl)-N,N-dimethyl-5,6,7,8-tetrahydronaphthalene-2-carboxamide